FCC(CF)N1CC=2C=NC=CC2C1=O 2-(1,3-difluoropropan-2-yl)-2,3-dihydro-1H-pyrrolo[3,4-c]pyridin-1-one